N-[5-[4-[(4-cyano-6-methyl-pyrimidin-2-yl)amino]cyclohexoxy]-7-morpholino-1,6-naphthyridin-3-yl]methanesulfonamide C(#N)C1=NC(=NC(=C1)C)NC1CCC(CC1)OC1=C2C=C(C=NC2=CC(=N1)N1CCOCC1)NS(=O)(=O)C